P(O)([O-])[O-].[Cs+].[Cs+] Dicesium Hydrogen Phosphite